tert-butyl (3S)-4-((1-(3-(2,6-dioxopiperidin-3-yl)-1-methyl-1H-indazol-6-yl)piperidin-4-yl)methyl)-3-methylpiperazine-1-carboxylate O=C1NC(CCC1C1=NN(C2=CC(=CC=C12)N1CCC(CC1)CN1[C@H](CN(CC1)C(=O)OC(C)(C)C)C)C)=O